FC(OC1=CC=C(OCCN(C2(CCOCC2)C(=O)NC2(CC2)C2=CC=C(C(=O)O)C=C2)C)C=C1)(F)F 4-[1-[[4-[2-(4-Trifluoromethoxyphenoxy)ethyl-methyl-amino]tetrahydropyran-4-carbonyl]amino]cyclopropyl]benzoic acid